1-(5-aminopyridin-2-yl)-N-(4-chlorophenyl)-1H-indol-5-amine NC=1C=CC(=NC1)N1C=CC2=CC(=CC=C12)NC1=CC=C(C=C1)Cl